2-acetamido-D-ribofuranose C(C)(=O)N[C@@]1(C(O)O[C@@H]([C@H]1O)CO)O